2-tert-butyl 3-methyl (1S,3S,4S)-5-oxo-2-azabicyclo[2.2.1]heptane-2,3-dicarboxylate O=C1[C@@H]2[C@H](N([C@H](C1)C2)C(=O)OC(C)(C)C)C(=O)OC